7-(8-ethyl-7-fluoro-3-hydroxynaphthalen-1-yl)-6,8-difluoroquinazoline C(C)C=1C(=CC=C2C=C(C=C(C12)C1=C(C=C2C=NC=NC2=C1F)F)O)F